C(C1=CC(C(=O)[O-])=CC(C(=O)[O-])=C1)(=O)[O-].[Nd+3] neodymium trimesate